NC1=NC(=C(C=C1NC(CCNC1=NC=CC2=CC=C(C=C12)C1=NOC(=N1)C)=O)Br)C N-(2-amino-5-bromo-6-methylpyridin-3-yl)-3-[[7-(5-methyl-1,2,4-oxadiazol-3-yl)isoquinolin-1-yl]amino]propanamide